C1(CCCC1)O[C@@H](CC1=NN2C(C(=CC=C2C(=O)O)NC)=C1)[C@H](O)C1=CC(=C(C(=C1)OC)C)OC 2-[(2S,3R)-2-(cyclopentoxy)-3-(3,5-dimethoxy-4-methyl-phenyl)-3-hydroxy-propyl]-4-(methylamino)pyrazolo[1,5-a]pyridine-7-carboxylic acid